C(C)(C)(C)OC(=O)N1C2CC(CC1CC2)N2C(NC1=C2C=CC=C1Br)=O 3-(4-bromo-2-oxo-2,3-dihydro-1H-1,3-benzodiazol-1-yl)-(endo)-8-azabicyclo[3.2.1]octane-8-carboxylic acid tert-butyl ester